1H-indol-2-ol N1C(=CC2=CC=CC=C12)O